C1(CC1)C1=NN2C(N(C([C@H](CC2)NC(=O)C2=NN(C=N2)CC2(CC2)C)=O)C)=C1 (S)-N-(2-Cyclopropyl-4-methyl-5-oxo-5,6,7,8-tetrahydro-4H-pyrazolo[1,5-a][1,3]diazepin-6-yl)-1-((1-methylcyclopropyl)methyl)-1H-1,2,4-triazol-3-carboxamid